tris-cysteinyl-cysteine N[C@@H](CS)C(=O)C([C@](N)(C(=O)O)C([C@@H](N)CS)=O)(S)C([C@@H](N)CS)=O